C(CCC)[SH2+] 1-butylsulfonium